tert-butyl 4-(6-(1-methyl-1H-imidazol-4-yl)pyrazolo[1,5-a]pyridin-3-yl)piperazine-1-carboxylate CN1C=NC(=C1)C=1C=CC=2N(C1)N=CC2N2CCN(CC2)C(=O)OC(C)(C)C